ethylenedioxydimethanol C(OCO)COCO